C(C(C)C)C=1C(=NC2=CC=CC=C2C1)C1=NC2=C(C(=C1C)C)OC1=C2C=CC=C1 (isobutyl)(dimethylbenzofuropyridineyl)quinoline